O1CCN(CC1)C1=CC=C(C=C1)CC(CC)=O 1-(4-morpholinophenyl)-2-butanone